acrylic acid ammonium chloride [Cl-].[NH4+].C(C=C)(=O)O